Cl.FC(C1=NN=C2N1CCNC2)(F)F 3-(Trifluoromethyl)-1,2,4-triazolo-[4,3-a]piperazine hydrochloride